O=C1NC(CCC1N1C(C2=CC=CC(=C2C1=O)NCCCCCNC(CN1CCN(CC1)C1=CC=C(C=C1)C1=NNC2=C1N=C(N=C2)C2=C(C=CC=C2OC)F)=O)=O)=O N-(5-((2-(2,6-Dioxopiperidin-3-yl)-1,3-dioxoisoindolin-4-yl)amino)pentyl)-2-(4-(4-(5-(2-Fluoro-6-methoxyphenyl)-1H-pyrazolo[4,3-d]pyrimidin-3-yl)phenyl)piperazin-1-yl)acetamid